N1-[2-(dimethylamino)ethyl]-5-ethoxy-N1-methyl-2-nitro-N4-(4-(3,3,5,6-tetramethyl-2,3-dihydro-1H-pyrrolo[3,2-b]pyridin-1-yl)-1,3,5-triazin-2-yl)benzene-1,4-diamine CN(CCN(C1=C(C=C(C(=C1)OCC)NC1=NC=NC(=N1)N1CC(C2=NC(=C(C=C21)C)C)(C)C)[N+](=O)[O-])C)C